CN(C)CC1COCCN1 N,N-dimethyl-1-(morpholin-3-yl)methanamine